BrC=1C=C2C(OCC3=NN(C=C3C=3C(=CC(=C(NS(C(C1O)=C2)(=O)=O)C3)F)F)CCOC)=O 12-Bromo-18,20-difluoro-13-hydroxy-4-(2-methoxyethyl)-15,15-dioxo-8-oxa-15λ6-thia-4,5,16-triazatetracyclo[15.3.1.110,14.02,6]docosa-1(21),2,5,10,12,14(22),17,19-octaen-9-one